(5aR,11bR)-11-hydroxy-6,6-dimethyl-9-(2-methyloctan-2-yl)-4,5,5a,6-tetrahydro-1H-oxepino[4,3-c]chromen-3(11bH)-one OC=1C=2[C@H]3[C@H](C(OC2C=C(C1)C(C)(CCCCCC)C)(C)C)CCC(OC3)=O